3-[(6-bromoquinazolin-2-yl)amino]-N-methylcyclopentane-1-carboxamide BrC=1C=C2C=NC(=NC2=CC1)NC1CC(CC1)C(=O)NC